O[C@]1([C@@H](CCC1)N1C(C(=CC2=C1N=C(N=C2)NC2C(CN(CC2([2H])[2H])S(=O)(=O)C([2H])([2H])[2H])([2H])[2H])C([2H])([2H])[2H])=O)C([2H])([2H])[2H] (-)-8-((1R,2R)-2-hydroxy-2-(methyl-d3)cyclopentyl)-6-(methyl-d3)-2-((1-((methyl-d3)sulfonyl)piperidin-4-yl-3,3,5,5-d4)-amino)pyrido[2,3-d]pyrimidin-7(8H)-one